C(C)(C)(C)C1=NC2=C(N=CC(=C2C=C1)F)Cl tert-butyl-8-chloro-5-fluoro-1,7-naphthyridine